2-bromo-5-methoxy-6-methyl-2,3-dihydro-1H-inden-1-ol BrC1C(C2=CC(=C(C=C2C1)OC)C)O